2-((((2,4-dimethoxybenzyl)imino)methylene)amino)-5-fluoro-4-methoxybenzonitrile COC1=C(CN=C=NC2=C(C#N)C=C(C(=C2)OC)F)C=CC(=C1)OC